tert-butyl N-[2-([5-[7-cyano-1-(oxan-2-yl)indazol-3-yl]-3-methylpyrazin-2-yl]oxy)propyl]carbamate C(#N)C=1C=CC=C2C(=NN(C12)C1OCCCC1)C=1N=C(C(=NC1)OC(CNC(OC(C)(C)C)=O)C)C